C(#N)[C@H]1N(CSC1)C(CNC(=O)C1=CC=NC2=CC=C(C=C12)N1CCC2(COC2)CC1)=O (R)-N-(2-(4-Cyanothiazolidin-3-yl)-2-oxoethyl)-6-(2-oxa-7-azaspiro[3.5]nonan-7-yl)quinoline-4-carboxamide